OC1(CC1)[C@@H](NC(C)=O)C1=CC=CC=C1 N-[(S)-(1-hydroxycyclopropyl)(phenyl)methyl]acetamide